pentadecyl salicylate C(C=1C(O)=CC=CC1)(=O)OCCCCCCCCCCCCCCC